8-chloro-1-ethyl-3,6-dimethyl-1H-imidazo[4,5-g]quinazolin-2(3H)-one ClC1=NC(=NC=2C=C3C(=CC12)N(C(N3C)=O)CC)C